tert-butyl 4-(5-(4-bromobenzoyl)pyrimidin-2-yl)piperazine-1-carboxylate BrC1=CC=C(C(=O)C=2C=NC(=NC2)N2CCN(CC2)C(=O)OC(C)(C)C)C=C1